3-chloropropyl-(trimethoxysilane) ClCCC[Si](OC)(OC)OC